C(C)(C)(C)OC(C)COC(C)COC(C)COC(C)CO tetrapropylene glycol mono-t-butyl ether